(R)-3-(3-chloro-4-fluorophenyl)-1-((2,2-dimethyl-1,3-dioxan-5-yl)methyl)-1-(1-(6-fluoro-1-oxo-1,2-dihydroisoquinolin-4-yl)ethyl)urea ClC=1C=C(C=CC1F)NC(N([C@H](C)C1=CNC(C2=CC=C(C=C12)F)=O)CC1COC(OC1)(C)C)=O